(12R)-20-amino-6-hydroxy-6-(trifluoromethyl)-22-oxa-3,4,16,21-tetraazatetracyclo[15.3.1.12,5.012,16]docosa-1(21),2,4,17,19-penta-ene-18-carboxylic acid methyl ester COC(=O)C1=C2N3CCC[C@H]3CCCCCC(C3=NN=C(C(C(=C1)N)=N2)O3)(C(F)(F)F)O